FC(C(=O)O)(F)F.FC(C(=O)O)(F)F.C(C1=CN=CC=C1)(=O)N nicotinamide bistrifluoroacetate